S1CC=C(N2[C@H]1CC2=O)C(=O)O 3-cephem-4-carboxylic acid